N1C=C(C2=CC=CC=C12)C[C@@H](C(=O)O)OC (S)-3-(1H-indol-3-yl)-2-methoxypropanoic acid